C(#N)C1=NC=C(C(=O)NC2=CC(=CC=C2)[C@H](C)NC2=CN=C3C(=N2)N(N=C3)C)C=C1 (S)-6-cyano-N-(3-(1-((1-methyl-1H-pyrazolo[3,4-b]pyrazin-6-yl)amino)ethyl)phenyl)nicotinamide